3-hydroxy-4-phenyl-valine OC([C@H](N)C(=O)O)(C)CC1=CC=CC=C1